4-(3-chloro-4-methoxyphenyl)cyclohexane-carbaldehyde ClC=1C=C(C=CC1OC)C1CCC(CC1)C=O